rac-N-((4R,5R)-3-(((tert-butyldimethylsilyl)oxy)methyl)-4-(4-fluorophenyl)-6-oxo-1-phenyl-4,5,6,7-tetrahydro-1H-pyrazolo[3,4-b]pyridine-5-yl)-3-(trifluoromethyl)benzamide [Si](C)(C)(C(C)(C)C)OCC1=NN(C=2NC([C@@H]([C@@H](C21)C2=CC=C(C=C2)F)NC(C2=CC(=CC=C2)C(F)(F)F)=O)=O)C2=CC=CC=C2 |r|